γ-glycidoxypropyl-tri(methoxyethoxy)silane C(C1CO1)OCCC[Si](OCCOC)(OCCOC)OCCOC